C(C)OC(=O)C=1C(=NC(=NC1)Cl)N[C@H]1COCC1 2-chloro-4-[[(3R)-tetrahydrofuran-3-yl]amino]pyrimidine-5-carboxylic acid ethyl ester